[Na+].C=C(C(=O)OCC(=O)[O-])CC(=O)O[C@H](C)CCCCCC (R)-2-((2-methylene-4-(octan-2-yloxy)-4-oxobutanoyl)oxy)acetic Acid Sodium Salt